ClC1=NC=C(C=N1)C(=O)NCC(=O)N1CCC(CC1)C#C 2-chloro-N-(2-(4-ethynylpiperidin-1-yl)-2-oxoethyl)pyrimidine-5-carboxamide